FC1=C(C(=O)NC2=CC3=C(C=N2)C=C(N3)CN3[C@H](CCC3)C)C=CC(=C1)C1=NC=C(C=N1)C 2-fluoro-4-(5-methylpyrimidin-2-yl)-N-(2-[[(2S)-2-methylpyrrolidin-1-yl]methyl]-1H-pyrrolo[3,2-c]pyridin-6-yl)benzamide